n-butyl α-cyanoacrylate (α-cyanoacrylate) C(#N)C(C(=O)O)=C.C(#N)C(C(=O)OCCCC)=C